(2S,5S)-5-{(2S,3S)-2-[2-(2-Fluoro-ethoxy)-acetylamino]-3-methyl-pentanoylamino}-4-oxo-1,2,4,5,6,7-hexahydro-azepino[3,2,1-hi]indole-2-carboxylic acid (pyridin-2-ylmethyl)-amide N1=C(C=CC=C1)CNC(=O)[C@H]1N2C3=C(C=CC=C3C1)CC[C@@H](C2=O)NC([C@H]([C@H](CC)C)NC(COCCF)=O)=O